(2S,2'S)-2,2'-((3,6-diamino-pyrazine-2,5-dicarbonyl)bis(azanediyl))bis(3-hydroxypropanoic acid) NC=1C(=NC(=C(N1)C(=O)N[C@H](C(=O)O)CO)N)C(=O)N[C@H](C(=O)O)CO